C(C)(C)(C)C1=NC2=C(C=CC=C2C12C(N(C1=CC=CC=C21)C)=O)Cl 2-(tert-Butyl)-7-chloro-1'-methylspiro[indole-3,3'-indolin]-2'-one